FC(C1=NN(C=C1C(=O)Cl)C)(F)F 3-(trifluoromethyl)-1-methyl-1H-pyrazole-4-carbonyl chloride